Cl.CC1=C(OCC2CNCCC2)C=CC=C1 3-(2-methylphenoxymethyl)piperidine hydrochloride